6-(2,6-dichlorophenyl)-2-({2-[4-(dimethylamino)piperidin-1-yl]-2,3-dihydro-1H-inden-5-yl}amino)-8-methylpyrido[2,3-d]pyrimidin-5(8H)-one ClC1=C(C(=CC=C1)Cl)C=1C(C2=C(N=C(N=C2)NC=2C=C3CC(CC3=CC2)N2CCC(CC2)N(C)C)N(C1)C)=O